C(CC1=CC=CC=C1)C=1N=C2C=CC=CC2=C2C=CC=CC12 6-Phenethylphenanthridine